5-(4-bromo-2,5-dimethoxyphenoxy)-2,2-dimethylpentanoic acid BrC1=CC(=C(OCCCC(C(=O)O)(C)C)C=C1OC)OC